NCCC1=CNC2=CC=C(C=C12)O 3-(β-aminoethyl)-5-hydroxyindole